4-(2-(((2R,3R,4S,5S,6R)-3,4,5-trihydroxy-6-(hydroxymethyl)tetrahydro-2H-pyran-2-yl)oxy)acetyl)piperazin-2-one O[C@H]1[C@@H](O[C@@H]([C@H]([C@@H]1O)O)CO)OCC(=O)N1CC(NCC1)=O